NC1=NC(=CC(=N1)N1CCC2(CCCC(N2C2=CC(=C(C=C2)F)F)=O)CC1)O[C@@H](C(F)(F)F)C1COC1 (R)-9-(2-amino-6-(2,2,2-trifluoro-1-(oxetan-3-yl)ethoxy)pyrimidin-4-yl)-1-(3,4-difluorophenyl)-1,9-diazaspiro[5.5]undecan-2-one